diethylene glycol divalproate C(C(CCC)CCC)(=O)OCCOCCOC(C(CCC)CCC)=O